1-(3-(2-fluorophenyl)-2-(4-fluorophenyl)quinolin-6-yl)-3-(2-hydroxybutyl)urea FC1=C(C=CC=C1)C=1C(=NC2=CC=C(C=C2C1)NC(=O)NCC(CC)O)C1=CC=C(C=C1)F